(S)-2-(piperazin-2-yl)acetonitrile dihydrochloride Cl.Cl.N1[C@H](CNCC1)CC#N